3-(3,4-difluoro-2-methoxy-phenyl)-4,5-dimethyl-furan-2-carboxylic acid ethyl ester C(C)OC(=O)C=1OC(=C(C1C1=C(C(=C(C=C1)F)F)OC)C)C